1-(1-iodonaphthalen-2-yl)-3,5-diphenyl-1H-pyrazole compound with 1-(2-iodonaphthalen-1-yl)-3,5-diphenyl-1H-pyrazole IC1=C(C2=CC=CC=C2C=C1)N1N=C(C=C1C1=CC=CC=C1)C1=CC=CC=C1.IC1=C(C=CC2=CC=CC=C12)N1N=C(C=C1C1=CC=CC=C1)C1=CC=CC=C1